dihydrofluoropyridine FN1CC=CC=C1